3,4-dimethoxy-1-propenyl-benzene COC=1C=C(C=CC1OC)C=CC